2-(4,4-dimethyl-1-piperidyl)-8-(1-hydroxypropyl)-6-methyl-chromen-4-one CC1(CCN(CC1)C=1OC2=C(C=C(C=C2C(C1)=O)C)C(CC)O)C